FC1=C(C=CC=C1C=O)NC(OC(C)(C)C)=O tert-butyl (2-fluoro-3-formylphenyl)carbamate